2-fluoro-3-(4-fluorophenyl)-3-hydroxybutyramide FC(C(=O)N)C(C)(O)C1=CC=C(C=C1)F